N-(4-(4-amino-5-(4-(azepane-1-carbonyl)phenyl)-7-methyl-7H-pyrrolo[2,3-d]pyrimidin-6-yl)phenyl)methacrylamide NC=1C2=C(N=CN1)N(C(=C2C2=CC=C(C=C2)C(=O)N2CCCCCC2)C2=CC=C(C=C2)NC(C(=C)C)=O)C